FC=1C(=C(C=CC1F)[C@H]1[C@H](O[C@]([C@H]1C)(C)C(F)F)C(=O)NC1=CC(=NC=C1)C(=O)N)OC (2S,3S,4S,5S)-4-[[3-(3,4-Difluoro-2-methoxy-phenyl)-5-(difluoromethyl)-4,5-dimethyl-tetrahydrofuran-2-carbonyl]amino]pyridin-2-carboxamid